N-(1-cyanocyclopropyl)-9-(5-(di-fluoromethyl)-1,3,4-thiadiazol-2-yl)-4-(1-(2-hydroxy-2-methylpropanoyl)piperidin-4-yl)-9H-pyrimido[4,5-b]indole-7-sulfonamide C(#N)C1(CC1)NS(=O)(=O)C1=CC=C2C3=C(N(C2=C1)C=1SC(=NN1)C(F)F)N=CN=C3C3CCN(CC3)C(C(C)(C)O)=O